NC1=NC=CC(=N1)OC(=O)C1CNCCC1 (2-Aminopyrimidin-4-yl)piperidine-3-carboxylate